(6-(2-oxopiperidin-1-yl)pyridin-2-yl)boronic acid O=C1N(CCCC1)C1=CC=CC(=N1)B(O)O